C(C1=CC=CC=C1)N1C(N(CC2=CC=C(C=C12)C(=O)OC)C)=O methyl 1-benzyl-3-methyl-2-oxo-1,2,3,4-tetrahydroquinazoline-7-carboxylate